C(C)C1=C2C(=CC(=CC2=CC=C1F)O)C1=C(C=2N=C(N=C(C2C=N1)N1CCOCCC1)OC[C@]12[C@H](NCCC1)CCC2)F 5-ethyl-6-fluoro-4-(8-fluoro-2-(((4aS,7aR)-octahydro-4aH-cyclopenta[b]pyridin-4a-yl)methoxy)-4-(1,4-oxazepan-4-yl)pyrido[4,3-d]pyrimidin-7-yl)naphthalen-2-ol